1-((2S,6R)-4-(3-amino-6-(2-hydroxyphenyl)pyridazin-4-yl)-2,6-dimethylpiperazin-1-yl)ethan-1-one NC=1N=NC(=CC1N1C[C@@H](N([C@@H](C1)C)C(C)=O)C)C1=C(C=CC=C1)O